FC=1C(=C2C(=C(NC2=C(C1)C(=O)N)C)C)N1C[C@@H]2CNC[C@@H]2C1 Cis-5-fluoro-4-(hexahydropyrrolo[3,4-c]pyrrol-2(1H)-yl)-2,3-dimethyl-1H-indole-7-carboxamide